N,N-Diphenylcarbamat C1(=CC=CC=C1)N(C([O-])=O)C1=CC=CC=C1